N1(CCNCC1)C12CC(C1)(C2)N2N=C1C=C(C=CC1=C2)C(=O)OC methyl 2-(3-(piperazin-1-yl)bicyclo[1.1.1]pentan-1-yl)-2H-indazole-6-carboxylate